CCCCC[C@H](CC(=O)SCCNC(=O)CCNC(=O)[C@@H](C(C)(C)COP(=O)([O-])OP(=O)([O-])OC[C@@H]1[C@H]([C@H]([C@@H](O1)N2C=NC3=C(N=CN=C32)N)O)OP(=O)([O-])[O-])O)O The molecule is an (R)-3-hydroxyacyl-CoA(4-) obtained by deprotonation of the phosphate and diphosphate OH groups of (R)-3-hydroxyoctanoyl-CoA. It is a (R)-3-hydroxyacyl-CoA(4-) and a 3-hydroxyoctanoyl-CoA(4-). It is a conjugate base of a (R)-3-hydroxyoctanoyl-CoA.